tert-Butyl (2-(1,3,3-trimethyl-2-oxoindolin-6-yl)ethyl)carbamate CN1C(C(C2=CC=C(C=C12)CCNC(OC(C)(C)C)=O)(C)C)=O